BrC=1C=C(C=CC1)C=1C=NC=2N(C1)N=C(C2)C(=O)N 6-(3-bromophenyl)pyrazolo[1,5-a]pyrimidine-2-carboxamide